N-(4-{[6-(5-chloro-2-fluoro-phenyl)-3-[3-(hydroxymeth-yl)azetidin-1-yl]pyridazin-4-yl]amino}pyridin-2-yl)-3-(4-methylpiperazin-1-yl)propan-amide ClC=1C=CC(=C(C1)C1=CC(=C(N=N1)N1CC(C1)CO)NC1=CC(=NC=C1)NC(CCN1CCN(CC1)C)=O)F